FC1=CC=C(C=C1)C12CC(C1)(C2)C2CN(C2)C(=O)N2CC1(C2)CC(C1)C1=NC(=NN1)C1(CC1)O [3-[3-(4-fluorophenyl)-1-bicyclo[1.1.1]pentanyl]azetidin-1-yl]-[6-[3-(1-hydroxycyclopropyl)-1H-1,2,4-triazol-5-yl]-2-azaspiro[3.3]heptan-2-yl]methanone